2-(4-bromophenyl) ethylene oxide BrC1=CC=C(C=C1)C1CO1